5-chloroisatin ClC=1C=C2C(C(NC2=CC1)=O)=O